(M)-1-(6-(4-(1,6-dimethyl-1H-indazol-7-yl)-3-methyl-7-(3-methyl-3-oxetanyl)-5,6,7,8-tetrahydro-1,7-naphthyridin-2-yl)-2,6-diazaspiro[3.4]octan-2-yl)-2-propen-1-one CN1N=CC2=CC=C(C(=C12)C1=C(C(=NC=2CN(CCC12)C1(COC1)C)N1CC2(CN(C2)C(C=C)=O)CC1)C)C